ClC=1C=C(C=CC1Cl)CC[C@@H](C(=O)O)N(C(=O)OC)C1C2=CC=CC=C2C=2C=CC=CC12 (2S)-4-(3,4-dichlorophenyl)-2-(9H-fluoren-9-yl-methoxycarbonyl-amino)butanoic acid